2,12-bis(hydroxyethoxyacryloyl)dinaphthofuran OCCOC=CC(=O)C=1C=CC=2C=CC3=C(C4=C(O3)C=3C=CC=CC3C(=C4)C(C=COCCO)=O)C2C1